[Br-].C(CCC)N1C(=[N+](C=C1)C)C 1-butyl-2,3-dimethyl-imidazolium bromide